COC(=O)N1CCC(CC1)OC=1C=C(C=C2C(=NC=NC12)NCC=1N=NC(=CC1)C)C1=CC=C(C=C1)F.C(C=C)C=1C=C(C=CC1OC1=CC=C(C=C1)[N+](=O)[O-])C1=CC(=C(C=C1)OC1=CC=C(C=C1)[N+](=O)[O-])CC=C 3,3'-diallyl-4,4'-di(4-nitrophenoxy)biphenyl Methyl-4-[6-(4-fluorophenyl)-4-[(6-methylpyridazin-3-yl)methylamino]quinazolin-8-yl]oxypiperidine-1-carboxylate